FC1=C(C(=C(C(=C1C=1C(=C(C2=C(OC(O2)(C)[C@@H]2CC[C@H](CC2)N(C)C(=O)OC(C)(C)C)C1C=1C=NC(=CC1)N1C[C@@H](O[C@@H](C1)C)C)C)C(=O)[O-])F)F)F)F pentafluorophenyl-2-(trans-4-((tert-butoxycarbonyl)(methyl)amino)cyclohexyl)-7-(6-((2S,6R)-2,6-dimethylmorpholino)pyridin-3-yl)-2,4-dimethylbenzo[d][1,3]dioxole-5-carboxylate